pentamethyl-pentavinylcyclopentasiloxane C[Si]1(O[Si](O[Si](O[Si](O[Si](O1)(C=C)C)(C=C)C)(C=C)C)(C=C)C)C=C